C(O[C@@H]1CN(CC1)C(C(=CC(C)(C)N1CC(CC1)(F)F)C#N)=O)(ON1C(CCC1=O)=O)=O [(3S)-1-[2-cyano-4-(3,3-difluoropyrrolidin-1-yl)-4-methyl-pent-2-enoyl]pyrrolidin-3-yl] (2,5-dioxopyrrolidin-1-yl) carbonate